[O-]CC.[O-]CC.[O-]CC.[O-]CC.[O-]CC.[Ta+5] Tantalum Penta-Ethoxide